C(\C=C/C(=O)O)(=O)O.FC1=CC=C(C=C1)CC(=O)NC1=NC=CC(=C1)C1=C(C2=NC=CC=C2N1)C1=NC=CC=N1 2-(4-Fluorophenyl)-N-{4-[3-(pyrimidin-2-yl)-1H-pyrrolo[3,2-b]pyridin-2-yl]pyridin-2-yl}acetamid maleinate